cis-2-((3-((S)-3-(3-cyano-5-fluorophenyl)isoxazolidine-2-carbonyl)cyclobutyl)amino)pyrimidine-4-carbonitrile C(#N)C=1C=C(C=C(C1)F)[C@H]1N(OCC1)C(=O)[C@H]1C[C@H](C1)NC1=NC=CC(=N1)C#N